ammonium dodecylbenzoate C(CCCCCCCCCCC)OC(C1=CC=CC=C1)=O.[NH4+]